ClC=1C(=C(C=CC1)S(=O)(=O)NC1=C(C=C(C=C1F)C#CC1=CC(=CC=C1)OC)F)C 3-chloro-N-[2,6-difluoro-4-[2-(3-methoxyphenyl)ethynyl]phenyl]-2-methyl-benzenesulfonamide